C(C)N1N=C2C(=C1CO)COCC2 (2-ethyl-2,4,6,7-tetrahydropyrano[4,3-c]pyrazol-3-yl)methanol